C(C)(C)(C)OC(C[C@@H](C(C1CC1)N)C)=O (3S)-4-amino-4-cyclopropyl-3-methylbutanoic acid tert-butyl ester